FC1=C(C=CC=C1)C=1N(C=C(C1OC)CO)C(=O)OCCCC butyl 2-(2-fluorophenyl)-4-(hydroxymethyl)-3-methoxy-1H-pyrrole-1-carboxylate